OC1=C(C=C2CCCN3CCCC1=C23)C=O 2,3,6,7-Tetrahydro-8-hydroxy-1H,5H-benzo[ij]quinolizine-9-carboxaldehyde